FC1=C(C=CC=C1)C1N(CCC2=CC=C(C=C12)C(=O)OC)C(=O)OC(C)(C)C 2-tert-butyl 7-methyl 1-(2-fluorophenyl)-3,4-dihydro-1H-isoquinoline-2,7-dicarboxylate